N-ethyl-N-methyl-pyrazine-2-carboxamide C(C)N(C(=O)C1=NC=CN=C1)C